OC1=CC=C2NC=C(CCNC)C2=C1 5-hydroxy-N-methyltryptamine